2-(2-Azabicyclo[2.1.1]hex-4-ylmethyl)isoindoline-1,3-dione C12NCC(C1)(C2)CN2C(C1=CC=CC=C1C2=O)=O